nonynoic acid C(C#CCCCCCC)(=O)O